4-Cyclopropyl-N-((S)-(4,4-difluorocyclohexyl)(7-(((3S*,6R*)-2-oxo-6-(trifluoromethyl)piperidin-3-yl)methyl)imidazo[1,2-b]pyridazin-2-yl)methyl)-1,2,5-oxadiazole-3-carboxamide C1(CC1)C=1C(=NON1)C(=O)N[C@H](C=1N=C2N(N=CC(=C2)C[C@H]2C(N[C@H](CC2)C(F)(F)F)=O)C1)C1CCC(CC1)(F)F |o1:21,24|